5-(1-cyanocyclobutyl)-2-hydroxy-N-methylbenzamide C(#N)C1(CCC1)C=1C=CC(=C(C(=O)NC)C1)O